C(C)[C@@H]1C[C@@H](OC=2CCCC(C12)=O)C(C)C Cis-4-ethyl-2-isopropyl-2,3,4,6,7,8-hexahydro-5H-chromen-5-one